tert-butyl ((3R,6S)-6-(1-hydroxy-2-(3-cis-(trifluoromethoxy)cyclobutoxy)ethyl)tetrahydro-2H-pyran-3-yl)carbamate OC(COC1(CCC1)OC(F)(F)F)[C@@H]1CC[C@H](CO1)NC(OC(C)(C)C)=O